(S)-8-(2-amino-6-((R)-1-(4-chloro-2-(pyrimidin-2-yl)phenyl)-2,2,2-trifluoroethoxy)pyrimidin-4-yl)-2,8-diazaspiro[4.5]decane-3-carboxylic acid NC1=NC(=CC(=N1)N1CCC2(C[C@H](NC2)C(=O)O)CC1)O[C@@H](C(F)(F)F)C1=C(C=C(C=C1)Cl)C1=NC=CC=N1